CSC=1C=CC(=NC1)CO (5-(methylthio)pyridin-2-yl)methanol